CN1[C@H]2[C@@](CCC1)(CCC2)COC=2N=C(C1=C(N2)C(=C(N=C1)Cl)F)N1CCOCCC1 4-(2-{[(4aS,7aR)-1-methyl-octahydro-1H-cyclopenta[b]pyridin-4a-yl]methoxy}-7-chloro-8-fluoropyrido[4,3-d]pyrimidin-4-yl)-1,4-oxaazepan